O[C@@H]1[C@H](NC[C@H]1C)C(=O)OCC Ethyl (2S,3S,4R)-3-hydroxy-4-methylpyrrolidine-2-carboxylate